FC1(CN(C1)C1=NC=C(C=N1)C=1C=CC2=C(C1)N1[C@H]3C4=C(C(N[C@@H](C1=N2)C3)=O)C=CC=C4OC(F)F)F (7R,14R)-11-[2-(3,3-difluoroazetidin-1-yl)pyrimidin-5-yl]-1-(difluoromethoxy)-6,7-dihydro-7,14-methanobenzimidazo[1,2-b][2,5]benzodiazocin-5(14H)-one